Cl.C(C)OC(=O)CN[C@H](CC(C)C)C(=O)N1[C@@H](CCC1)C(=O)[N-]CC1=CC=C(C=C1)C(N)=NC(=O)OCCOCCCCCC N-[(ethoxy)carbonyl]methyl-D-leucyl-L-prolyl-{4-[N'-((2-(hexyloxy)ethoxy)carbonyl)carbamimidoyl]benzyl}amide hydrochloride